C(C)(C)N1N=C(C2=CC(=C3C(=C12)C=CC=C3)OC)C 1-isopropyl-5-methoxy-3-methyl-1H-benzo[g]Indazole